5-(trifluoromethyl)-4H-1,2-oxazol-5-carboxamid FC(C1(CC=NO1)C(=O)N)(F)F